4-[1-(2,6-dioxo-3-piperidinyl)-3-methyl-2-oxo-benzoimidazol-4-yl]-3,3-difluoro-piperidine-1-carboxylic acid tert-butyl ester C(C)(C)(C)OC(=O)N1CC(C(CC1)C1=CC=CC=2N(C(N(C21)C)=O)C2C(NC(CC2)=O)=O)(F)F